3-(3,3-dimethylcyclobutyl)-1,2-oxazol-5-amine CC1(CC(C1)C1=NOC(=C1)N)C